ClC=1C=CC2=C(N(C[C@H](O2)C(=O)NC23CC(C2)(C3)NC(COC3=CC(=C(C=C3)Cl)F)=O)CC(C)(C)O)C1 (2S)-6-chloro-N-{3-[2-(4-chloro-3-fluorophenoxy)acetamido]bicyclo[1.1.1]pentan-1-yl}-4-(2-hydroxy-2-methylpropyl)-3,4-dihydro-2H-1,4-benzoxazine-2-carboxamide